N-(2-((1r,4r)-4-Formylcyclohexyl)-6-(2-hydroxypropan-2-yl)-2H-indazol-5-yl)-5-(trifluoromethyl)picolinamide C(=O)C1CCC(CC1)N1N=C2C=C(C(=CC2=C1)NC(C1=NC=C(C=C1)C(F)(F)F)=O)C(C)(C)O